CC1=C(C=C2N1CCN(C2=O)CCNC2=NC=CC1=CC=C(C=C21)C2=NOC(=N2)C)C(=O)OC(C)C Propan-2-yl 6-methyl-2-[2-[[7-(5-methyl-1,2,4-oxadiazol-3-yl)-1-isoquinolyl]amino]ethyl]-1-oxo-3,4-dihydropyrrolo[1,2-a]pyrazine-7-carboxylate